CC1=C(C=CC=C1OCCCN1CC2(CCOC2)CC1)C1=C(C(=CC=C1)C=1SC2=C(CNCC2)N1)C 7-(3-((2,2'-dimethyl-3'-(4,5,6,7-tetrahydrothiazolo[4,5-c]pyridin-2-yl)-[1,1'-biphenyl]-3-yl)oxy)propyl)-2-oxa-7-azaspiro[4.4]nonane